methyl 17-bromoheptadecanoate BrCCCCCCCCCCCCCCCCC(=O)OC